4-(3-((S)-3-aminopyrrolidin-1-yl)propoxy)-2-(2,6-dioxopiperidin-3-yl)isoindoline-1,3-dione N[C@@H]1CN(CC1)CCCOC1=C2C(N(C(C2=CC=C1)=O)C1C(NC(CC1)=O)=O)=O